C(C)(C)(C)OC(=O)CCN1CCN(CCN(CCN(CC1)C(=O)OCC1=CC=CC=C1)CCC(=O)OC(C)(C)C)C(=O)OCC1=CC=CC=C1 dibenzyl 4,10-bis(2-(tert-butoxy)-carbonylethyl)-1,4,7,10-tetraazacyclododecane-1,7-dicarboxylate